ClC1=C(COC2CC3(C(N4[C@H](O3)CC[C@H]4C4=NC=CN=C4)=O)C2)C=CC=C1 (1s,3S,5'S,7a'R)-3-((2-chlorobenzyl)oxy)-5'-(pyrazin-2-yl)tetrahydro-3'H-spiro[cyclobutane-1,2'-pyrrolo[2,1-b]oxazol]-3'-one